C12(CCC(CC1)C2)C(COC)(COC)C21CCC(CC2)C1 2,2-Di-Norbornyl-1,3-dimethoxypropan